FC(COC1=C(C(=C(C=C1)C=1[C@@H](CC(NN1)=O)C)F)C)(CO)F (5R)-(-)-6-[4-(2,2-difluoro-3-hydroxypropoxy)-2-fluoro-3-methylphenyl]-5-methyl-4,5-dihydro-2H-pyridazin-3-one